CN(C(=O)CNC(=O)CN1C(=NC2=C3CC[C@@H](NC3=CC=C21)C)CCN2N=CC=C2)C (7S)-3-({[(Dimethylcarbamoyl)methyl]carbamoyl}methyl)-7-methyl-2-[2-(1H-pyrazol-1-yl)ethyl]-3H,6H,7H,8H,9H-imidazo[4,5-f]chinolin